(15α,16α,17β)-estra-1,3,5(10)-triene-3,15,16,17-tetrol tetraacetate C(C)(=O)OC1=CC=2CC[C@H]3[C@@H]4[C@H]([C@H]([C@@H]([C@@]4(C)CC[C@@H]3C2C=C1)OC(C)=O)OC(C)=O)OC(C)=O